6-chloro-4-(1H-pyrazol-4-yl)pyridazin-3-amine ClC1=CC(=C(N=N1)N)C=1C=NNC1